3-ethyl-2-methyl-1-oxo-2,3-dihydro-cyclopenta[b]indole-4(1H)-carboxylic acid tert-butyl ester C(C)(C)(C)OC(=O)N1C2=C(C=3C=CC=CC13)C(C(C2CC)C)=O